C(CCCCC)OC1=CC(=C(C(=O)NC=2C=C(C=CC2C(F)(F)F)[C@@H]2[C@@H](C2)C(=O)O)C(=C1)C)C (1R,2S)-2-[3-{[4-(hexyloxy)-2,6-dimethylbenzoyl]amino}-4-(trifluoromethyl)phenyl]cyclopropanecarboxylic acid